BrC1=CC2=C(N=CS2)C=C1 6-bromobenzo[d]thiazole